2,2'-(((((3-fluoro-4-(oxiran-2-ylmethoxy)phenyl)methylene)bis(2,6-diiodo-4,1-phenylene))bis(oxy))bis(methylene))bis(oxirane) FC=1C=C(C=CC1OCC1OC1)C(C1=CC(=C(C(=C1)I)OCC1OC1)I)C1=CC(=C(C(=C1)I)OCC1OC1)I